FS(=O)(=O)CCN1CC(CCC1)C1CN(C1)C(=O)OC(C)(C)C tert-Butyl 3-[1-(2-fluorosulfonylethyl)-3-piperidyl]azetidine-1-carboxylate